ClC=1C=C(C=CC1)C1=NN(C=N1)\C=C/C(=O)N (Z)-3-(3-(3-chlorophenyl)-1H-1,2,4-triazol-1-yl)acrylamide